C(C=C)(=O)OCCC(C)(C)OC(C=C)=O 3-methyl-1,3-butylene glycol diacrylate